C(=O)O.ClC1=CC=C2C(=N1)C(=CN2)NC2=NC1=C(N2)C=CC(=C1)CC(C)C N-(5-Chloro-1H-pyrrolo[3,2-b]pyridin-3-yl)-5-isobutyl-1H-benzo[d]imidazol-2-amine formate